3-((3-(4-Chlorobenzyl)-1-ethyl-2,4-dioxo-1,2,3,4,7,8-hexahydropyrido[4,3-d]pyrimidin-6(5H)-yl)methyl)benzonitrile ClC1=CC=C(CN2C(N(C3=C(C2=O)CN(CC3)CC=3C=C(C#N)C=CC3)CC)=O)C=C1